(cis-2-(1-(2-methylbiphenyl-3-yl)piperidin-4-ylamino)cyclopentyl)methanol CC1=C(C=CC=C1N1CCC(CC1)N[C@@H]1[C@@H](CCC1)CO)C1=CC=CC=C1